FC(C(C(F)(F)F)(F)F)(CCCO)F 3-(Perfluoropropyl)propanol